cis-N-methoxy-N-methyl-3-(trifluoromethyl)cyclobutanecarboxamide rel-t-butyl-(1S,7R)-1-((t-butoxycarbonyl)amino)-3-azabicyclo[5.1.0]oct-5-ene-3-carboxylate C(C)(C)(C)OC(=O)N1C[C@@]2(C[C@@H]2C=CC1)NC(=O)OC(C)(C)C.CON(C(=O)[C@@H]1C[C@@H](C1)C(F)(F)F)C |o1:9,11|